N-[(2E)-3-[(3-fluoro-4-methoxyphenyl)(imino)oxo-λ6-sulfanyl]prop-2-en-1-yl]-2-oxo-1,2-dihydro-1,6-naphthyridine-3-carboxamide FC=1C=C(C=CC1OC)S(/C=C/CNC(=O)C=1C(NC2=CC=NC=C2C1)=O)(=O)=N